3-fluoro-2-(4-(((1s,3s)-3-hydroxy-3-methylcyclobutyl)amino)pyrido[3,4-d]pyridazin-1-yl)-5-(trifluoromethyl)phenol FC=1C(=C(C=C(C1)C(F)(F)F)O)C1=C2C(=C(N=N1)NC1CC(C1)(C)O)C=NC=C2